C(C)(C)(C)OC(N[C@@H](C[C@H]1C(NCC1)=O)C(CCl)=O)=O ((S)-4-chloro-3-oxo-1-((S)-2-oxopyrrolidin-3-yl)butan-2-yl)carbamic acid tert-butyl ester